1-(5-{[(5-chlorothiophen-2-yl)methyl]amino}-3-{4-[2-(morpholin-4-yl)ethyl]piperazin-2-yl}-1H-pyrazol-1-yl)-2,2-dimethylpropan-1-one ClC1=CC=C(S1)CNC1=CC(=NN1C(C(C)(C)C)=O)C1NCCN(C1)CCN1CCOCC1